ClC=1N=CC2=C(N1)N(C=C2)C=2C=C(C=CC2)N2S(CCC2)(=O)=O 2-(3-(2-chloro-7H-pyrrolo[2,3-d]pyrimidin-7-yl)phenyl)isothiazolidine 1,1-dioxide